FC=1C=C(C=CC1OC1=NC=CC(=N1)C)C=1C(=NC(=NC1)NC=1C=NN(C1)C)N1CC(C1)C=CC(=O)[NH-] N-(1-(5-(3-fluoro-4-((4-methylpyrimidin-2-yl)oxy)phenyl)-2-((1-methyl-1H-pyrazole-4-yl)amino)pyrimidin-4-yl)azetidin-3-yl)acryloylamide